ClC1=CC(=C2C(=N1)NC=C2)N2CC1=C(N=CN=C1C1CCC(CC1)S(=O)(=O)C)C[C@H]2C 4-[(7R)-6-{6-chloro-1H-pyrrolo[2,3-b]pyridin-4-yl}-7-methyl-5H,6H,7H,8H-pyrido[4,3-d]pyrimidin-4-yl]-1-(methanesulfonyl)-cyclohexane